Cyclopentyl-7-((2-methyl-4-(4-methylpiperazin-1-yl)phenyl)amino)pyrimido[4,5-d]pyrimidin-2(1H)-one C1(CCCC1)N1C(N=CC=2C1=NC(=NC2)NC2=C(C=C(C=C2)N2CCN(CC2)C)C)=O